N1CC(C1)C=1C(=C(C(=NC1)CN1CCC(CC1)C(=O)OC)C)C methyl 1-((5-(azetidin-3-yl)-3,4-dimethylpyridin-2-yl)methyl)piperidine-4-carboxylate